[Si](C1=CC=CC=C1)(C1=CC=CC=C1)(C(C)(C)C)OCC[C@H](CCC)NC=1C2=C(N=C(N1)NC(=O)OC)C=NN2CC2=NC=C(C(=O)OCC)C=C2OC ethyl (S)-6-((7-((1-((tert-butyl-diphenylsilyl)oxy)hexan-3-yl)amino)-5-((methoxycarbonyl)amino)-1H-pyrazolo[4,3-d]pyrimidin-1-yl)methyl)-5-methoxynicotinate